CC1(OB(OC1(C)C)C1=NNC=C1)C 3-(4,4,5,5-tetramethyl-1,3,2-dioxaborolane-2-yl)pyrazole